5-((3-(3-(4-(7-(azetidin-3-yl)quinoxalin-2-yl)-1H-pyrazol-1-yl)cyclobutyl)propyl)amino)-2-(2,6-dioxopiperidin-3-yl)isoindoline-1,3-dione N1CC(C1)C1=CC=C2N=CC(=NC2=C1)C=1C=NN(C1)C1CC(C1)CCCNC=1C=C2C(N(C(C2=CC1)=O)C1C(NC(CC1)=O)=O)=O